5-(4-methyltetrahydro-2H-pyran-4-yl)isoxazol-3-amine CC1(CCOCC1)C1=CC(=NO1)N